CNC(=O)C1=NNC2=CC(=CC=C12)N1CC(N(CC1)C)C(NCCC(C)C1=CC=CC=C1)=O N-methyl-6-{4-methyl-3-[(3-phenylbutyl)carbamoyl]piperazin-1-yl}-1H-indazole-3-carboxamide